O1S(CCCC=C1)(=O)=O 4,5-dihydro-3H-oxathiepine 2,2-dioxide